C[Si](N([Si](C)(C)C)CCC[Si](OC)(OC)OC)(C)C {3-[N,N-bis(trimethylsilyl)amino]Propyl}trimethoxysilane